C(C)(C)(C)OC(=O)N1CC(C1)N1C(NC2=C(C1=O)C(=C(S2)C(=O)O)C)=O 3-(1-(tert-Butoxycarbonyl)azetidin-3-yl)-5-methyl-2,4-dioxo-1,2,3,4-tetrahydrothieno[2,3-d]pyrimidine-6-carboxylic acid